1-(5-(4-(cyclopropanecarbonyl)piperazine-1-carbonyl)-1H-pyrrolo[2,3-b]pyridin-4-yl)-4-methylpiperidine-4-carbonitrile C1(CC1)C(=O)N1CCN(CC1)C(=O)C=1C(=C2C(=NC1)NC=C2)N2CCC(CC2)(C#N)C